BrC=1C=CC2=C(C(=NCC(N2)=O)C2=NC=CC=C2)C1 7-bromo-5-(2-pyridyl)-1H-1,4-benzodiazepine-2(3H)-one